methyl (5-((3-(cyclopropylsulfonyl)pyridin-2-yl)amino)-6-((methyl-d3)carbamoyl)pyridazin-3-yl)carbamate C1(CC1)S(=O)(=O)C=1C(=NC=CC1)NC=1C=C(N=NC1C(NC([2H])([2H])[2H])=O)NC(OC)=O